ClC(C1=CC(=C(C(N1C1=CC=CC=C1)=O)C1=CC=CC=C1)C1=CC=CC=C1)(F)F 6-(chlorodifluoromethyl)-1,3,4-triphenylpyridin-2(1H)-one